C(C)(=O)NC1=C(C=CC=C1)C1=C(C=CC=C1)NC(C)=O 2,2'-diacetylamino-1,1'-biphenyl